[5-bromo-3-fluoro-4-(4-phenoxyanilino)-2-pyridyl]methanol BrC=1C(=C(C(=NC1)CO)F)NC1=CC=C(C=C1)OC1=CC=CC=C1